CC1=NN2C(N=C(C=C2N(CC2=CC=C(C=C2)C=2C=NN(C2)C)C)C)=C1C=1C(=CC(=NC1)N(C)C)C 5-{2,5-dimethyl-7-[methyl({[4-(1-methyl-1H-pyrazol-4-yl)phenyl]methyl})amino]pyrazolo[1,5-a]pyrimidin-3-yl}-N,N,4-trimethylpyridin-2-amine